17α-estradiol C[C@@]12CC[C@@H]3C4C=CC(O)=CC=4CC[C@H]3[C@@H]2CC[C@H]1O